COC=1C=C2C(=NC(=NC2=CC1OC)C)NC(C)C1=CC=C(S1)C=1C=C(C(=O)N)C=CC1 3-(5-{1-[(6,7-dimethoxy-2-methylquinazolin-4-yl)amino]ethyl}thiophen-2-yl)benzamide